CN(CCN1C=C(C2=CC=C(C=C12)C=1C=NNC1OC)C(=O)[C@H]1COC2=CC=C(C=C2C1)F)C [1-[2-(Dimethylamino)ethyl]-6-(5-methoxy-1H-pyrazol-4-yl)indol-3-yl]-[(3R)-6-fluorochroman-3-yl]methanone